2-cyclopropyl-6-[1-(2-fluoro-6-methyl-phenyl)-piperidin-4-yl]-4-(2-trifluoromethyl-benzyl)-2,4,6,7-tetrahydro-pyrazolo[4,3-d]pyrimidin-5-one C1(CC1)N1N=C2C(N(C(N(C2)C2CCN(CC2)C2=C(C=CC=C2C)F)=O)CC2=C(C=CC=C2)C(F)(F)F)=C1